C(C)(=O)OP(=O)([O-])[O-].[K+].[K+] dipotassium acetyl-phosphate salt